6-(4-((2R,5S)-4-acryloyl-5-methyl-1-(methylsulfonyl)piperazin-2-yl)-6-chloropyridin-2-yl)-N-methylpyrimidine-4-carboxamide C(C=C)(=O)N1C[C@H](N(C[C@@H]1C)S(=O)(=O)C)C1=CC(=NC(=C1)Cl)C1=CC(=NC=N1)C(=O)NC